N1C(=CC2=CC=CC=C12)C(=O)N1CCN(CC1)C(C(=O)NCC1(CCC1)C(=O)N)=O 1-((2-(4-(1H-indole-2-carbonyl)piperazin-1-yl)-2-oxoacetamido)methyl)cyclobutane-1-carboxamide